2-chloro-4-(chloromethyl)-6-cyano-Benzoic acid ethyl ester C(C)OC(C1=C(C=C(C=C1C#N)CCl)Cl)=O